NC1=NC=CC2=CC=C(C=C12)N1N=C(C=C1C(=O)NC1=C(C=CC(=C1)C(C1=CC=CC=C1)NCC1CC1)F)C(F)(F)F (-)-1-(1-aminoisoquinolin-7-yl)-N-(5-((cyclopropylmethylamino)(phenyl)methyl)-2-fluorophenyl)-3-(trifluoromethyl)-1H-pyrazole-5-carboxamide